C1(CC1)C1=NN(C=C1C1=C(C=CC=C1)C1CCNCC1)[C@@H]1C[C@H](C1)CNC=1C=C2C(N(C(C2=CC1)=O)C1C(NC(CC1)=O)=O)=O 5-(((Trans-3-(3-cyclopropyl-4-(2-(piperidin-4-yl)phenyl)-1H-pyrazol-1-yl)cyclobutyl)methyl)amino)-2-(2,6-dioxopiperidin-3-yl)isoindoline-1,3-dione